N-{[(1r,4r)-4-(5-chloro-2H-pyrazolo[3,4-c]pyridin-2-yl)cyclohexyl]methyl}-3,5-difluoro-4-hydroxybenzamide ClC1=CC=2C(C=N1)=NN(C2)C2CCC(CC2)CNC(C2=CC(=C(C(=C2)F)O)F)=O